(S)-3-(1-hydroxy-propan-2-yl)-8-(1H-pyrazol-4-yl)-6-(6-(trifluoromethyl)pyridin-3-yl)pyrido[3,4-d]pyrimidin-4(3H)-one OC[C@H](C)N1C=NC2=C(C1=O)C=C(N=C2C=2C=NNC2)C=2C=NC(=CC2)C(F)(F)F